IC=1C=C2C(=CN(C2=C(C1)C(=O)OC)COCC[Si](C)(C)C)C(C(F)(F)F)=O methyl 5-iodo-3-(2,2,2-trifluoroacetyl)-1-(2-trimethylsilylethoxymethyl)indole-7-carboxylate